5-(methoxymethyloxy)-N,N-dimethyl-6-(4,4,5,5-tetramethyl-1,3,2-dioxaborolan-2-yl)-1-benzofuran-2-carboxamide COCOC=1C(=CC2=C(C=C(O2)C(=O)N(C)C)C1)B1OC(C(O1)(C)C)(C)C